FC1=CC=C(C=C1)C1=NN(C(C1C1=CC=CC=C1)C1=C(C(=NO1)C)[N+](=O)[O-])C1=C(C=C(C=C1C)C)C 5-(3-(4-fluorophenyl)-1-mesityl-4-phenyl-4,5-dihydro-1H-pyrazol-5-yl)-3-methyl-4-nitroisoxazole